C1(CC1)C1=CC(=CC(=N1)N1N(C(=C(C1=O)C1=C(C(=O)N)C=CC(=C1)OC(F)F)C1=C(C=C(C=C1F)OC)F)C)OC (2-(6-cyclopropyl-4-methoxypyridin-2-yl)-5-(2,6-difluoro-4-methoxyphenyl)-1-methyl-3-oxo-2,3-dihydro-1H-pyrazol-4-yl)-4-(difluoromethoxy)benzamide